C(N)(=O)[C@H](CCC(=O)OC(C)(C)C)N1C(C2=C(C=C(C(=C2C1)F)C1CCNCC1)C)=O tert-butyl (4S)-4-carbamoyl-4-[4-fluoro-7-methyl-1-oxo-5-(piperidin-4-yl)-3H-isoindol-2-yl]butanoate